NCC(=O)O.NCC(=O)O.NCC(=O)O.[Na] sodium triglycine